FC1=C(C(=CC=C1F)F)S(=O)(=O)Cl 2,3,6-trifluorobenzenesulfonyl chloride